diphenyl(β-ethylcarboxyethyl)phosphine C1(=CC=CC=C1)P(CC(CC)C(=O)O)C1=CC=CC=C1